CN1C=NC2=C1C=CC(=C2)C=2C(=NC=CC2)C=2C=C(C=CC2)C 1-methyl-5-(2-m-tolylpyridin-3-yl)-1H-benzo[d]imidazole